C(C)(C)(C)OC(=O)N1C=C(C=2C1=NC=C(C2)C2=CC(=C1CCN(CC1=C2)C(=O)OCC2=CC=CC=C2)[C@H]2N(CCC2)C(=O)OC(C)(C)C)C (S)-benzyl 7-(1-(tert-butoxycarbonyl)-3-methyl-1H-pyrrolo[2,3-b]pyridin-5-yl)-5-(1-(tert-butoxycarbonyl)pyrrolidin-2-yl)-3,4-dihydroisoquinoline-2(1H)-carboxylate